6-phenyl-1-(1-propyl-1H-pyrazol-4-yl)-7-oxo-4,5,6,7-tetrahydro-1H-pyrazolo[3,4-c]pyridine-3-carboxylic acid C1(=CC=CC=C1)N1C(C2=C(CC1)C(=NN2C=2C=NN(C2)CCC)C(=O)O)=O